methyl 2-((1-(((tert-butoxycarbonyl) amino) methyl) cyclobutyl) methoxy)-5-fluorobenzoate C(C)(C)(C)OC(=O)NCC1(CCC1)COC1=C(C(=O)OC)C=C(C=C1)F